1-(2,3-dihydroxypropyl)-3-methylimidazolium hexafluorophosphate F[P-](F)(F)(F)(F)F.OC(CN1C=[N+](C=C1)C)CO